ClC1=C(C=NNC1=O)N1C[C@@H](CC1)OC1=NC=CC(=C1)C1=C(C=C(C=C1C)S(=O)(=O)NC1CC1)F (R)-4-(2-((1-(5-chloro-6-oxo-1,6-dihydropyridazin-4-yl)pyrrolidin-3-yl)oxy)pyridin-4-yl)-N-cyclopropyl-3-fluoro-5-methylbenzenesulfonamide